Cl.C(C)O[C@@H]1C[C@@]2(CC[C@H](C1)N2CC2=C1C=CNC1=C(C=C2OC)C)C2=CC=C(C(=O)O)C=C2 4-((1S,3S,5R)-3-ethoxy-8-((5-methoxy-7-methyl-1H-indole-4-yl)methyl)-8-azabicyclo[3.2.1]octan-1-yl)benzoic acid-hydrochloride